C1(CC1)C=1C=C(C=2N(C1)C=C(N2)CNC2=CC(=NC=N2)NC(=O)[C@@H]2[C@H](C2)C2=NC(=NC=C2)C)N2C(N(C(C2)=O)C)=O |r| rac-(1S*,2S*)-N-(6-(((6-cyclopropyl-8-(3-methyl-2,4-dioxoimidazolidin-1-yl)imidazo[1,2-a]pyridin-2-yl)methyl)amino)pyrimidin-4-yl)-2-(2-methylpyrimidin-4-yl)cyclopropane-1-carboxamide